CNC(NC(C(=O)N)C)=O 2-(3-methylureido)propanamide